C1(CCC1)C=1C=NC=C(C(=O)NC2=CC(=CC=C2)[C@H](C)NC2=CN=C3C(=N2)N(N=C3)C)C1 (S)-5-cyclobutyl-N-(3-(1-((1-methyl-1H-pyrazolo[3,4-b]pyrazin-6-yl)amino)ethyl)phenyl)nicotinamide